(R)-2-amino-2-methyl-hexanoic acid hydrochloride Cl.N[C@@](C(=O)O)(CCCC)C